ClC=1C(=NC=CC1C1=NC(=C(C=C1)CN1CC2(C1)CNC(C2)=O)OC)C2=C(C(=CC=C2)C2=NC(=C(C=C2)CN2CC1(C2)CNC(C1)=O)OC)Cl 2-((3'-Chloro-2'-(2-chloro-3-(6-methoxy-5-((7-oxo-2,6-diazaspiro[3.4]octan-2-yl)methyl)pyridin-2-yl)phenyl)-6-methoxy-[2,4'-bipyridin]-5-yl)methyl)-2,6-diazaspiro[3.4]octan-7-one